(1,10-dioxa-4,7,13,16-tetraazacyclooctadecane-4,7,13,16-tetrayl)tetraacetate O1CCN(CCN(CCOCCN(CCN(CC1)CC(=O)[O-])CC(=O)[O-])CC(=O)[O-])CC(=O)[O-]